4-(hydroxymethyl)-3-methoxyphenyl-cyclobutyl acetate C(C)(=O)OC1(CCC1)C1=CC(=C(C=C1)CO)OC